COC=1C=C(C=CC1)C1=CC(=CO1)C(=O)NC1=NC(=NS1)CC(C)(F)F 5-(3-methoxyphenyl)-N-(3-(2,2-difluoropropyl)-1,2,4-thiadiazol-5-yl)furan-3-carboxamide